C(C)(C)(C)OC(=O)N1C[C@@H](N(CC1)C=1C2=C(N=CN1)NC=C2C2=NC=CC=C2)C tert-Butyl-(S)-3-methyl-4-(5-(pyridin-2-yl)-7H-pyrrolo[2,3-d]pyrimidin-4-yl)piperazine-1-carboxylate